2-fluoro-5-((7-fluoro-4-oxo-3,4-dihydro-phthalazin-1-yl)methyl)benzonitrile FC1=C(C#N)C=C(C=C1)CC1=NNC(C2=CC=C(C=C12)F)=O